Glycylhydroxyproline NCC(=O)N1[C@@H](C[C@@H](O)C1)C(=O)O